butyl (E)-(3-(4-(4-(3-(pyridin-3-yl)acrylamido)butyl)piperidine-1-carbonyl)phenyl)carbamate N1=CC(=CC=C1)/C=C/C(=O)NCCCCC1CCN(CC1)C(=O)C=1C=C(C=CC1)NC(OCCCC)=O